4-(3-((1-(((1S,4S)-2-Oxa-5-azabicyclo[2.2.1]heptan-5-yl)methyl)cyclopropyl)methoxy)-5-chloro-7,9-dihydrofuro[3,4-f]quinazolin-6-yl)-2-amino-7-fluorobenzo[b]thiophene-3-carbonitrile [C@@H]12OC[C@@H](N(C1)CC1(CC1)COC1=NC=3C(=C(C4=C(C3C=N1)COC4)C4=CC=C(C=1SC(=C(C14)C#N)N)F)Cl)C2